2-(1-(3-chlorophenyl)-3-(1,1-difluoroethyl)-1H-pyrazol-5-yl)-N-(2-oxo-2,3-dihydro-1H-benzo[d]imidazol-4-yl)cyclopropane-1-carboxamide ClC=1C=C(C=CC1)N1N=C(C=C1C1C(C1)C(=O)NC1=CC=CC=2NC(NC21)=O)C(C)(F)F